5-ethylnaphthalen-2-ol tetrahydrochloride Cl.Cl.Cl.Cl.C(C)C1=C2C=CC(=CC2=CC=C1)O